FC=1C(=C(C=CC1F)[C@H]1[C@@H](O[C@]([C@H]1C)(C(F)(F)F)C)C(=O)NC1=CC(=NC=C1)C(=O)NNCC)OC (2R,3S,4S,5R)-3-(3,4-Difluoro-2-methoxyphenyl)-N-(2-(2-ethylhydrazine-1-carbonyl)pyridin-4-yl)-4,5-dimethyl-5-(trifluoromethyl)tetrahydrofuran-2-carboxamide